[N+](=O)([O-])C1=CC=C(C=C1)NC(=O)[C@@H]1[C@H](C[C@H]([C@H](C1)C(NC1=CC=C(C=C1)[N+](=O)[O-])=O)C(=O)OCC)C(=O)OCC diethyl (1R,3S,4S,6S)-4,6-bis((4-nitrophenyl)carbamoyl)cyclohexane-1,3-dicarboxylate